OCC(CCCCCCCCC(=O)OC(CCCC)CCCC)CO nonan-5-yl 11-hydroxy-10-(hydroxymethyl)undecanoate